(+/-)-cis-N-(3-((2-(5-fluoro-1H-pyrrolo[2,3-b]pyridin-3-yl)-6-phenyl-pyrimidin-4-yl)amino)cyclohexyl)pyrrolidine-1-carboxamide FC=1C=C2C(=NC1)NC=C2C2=NC(=CC(=N2)N[C@H]2C[C@H](CCC2)NC(=O)N2CCCC2)C2=CC=CC=C2 |r|